C[C@H]1[C@H]([C@H]([C@@H]([C@@H](O1)O[C@@H]2[C@H]([C@H]([C@H](O[C@H]2O[C@H]3[C@@H]([C@H](OC([C@@H]3NC(=O)C)O)CO)O)CO)O)O[C@@H]4[C@@H]([C@H]([C@H]([C@H](O4)CO)O)O)O)O)O)O The molecule is a branched amino tetrasaccharide that consists of the linear trisaccharide alpha-D-galactosyl-(1->3)-beta-D-galactosyl-(1->3)-N-acetyl-D-glucosamine having an alpha-L-fucosyl residue attached at the 2-position of the central galactose. It is an amino tetrasaccharide and a glucosamine oligosaccharide.